C(C1=CC=CC=C1)N1CCC(CC1)CC(=O)NC12CC3C4=C(C(CC(C1)(C3)C)C2)C=CC=C4 2-(1-benzylpiperidin-4-yl)-N-(9-methyl-5,6,8,9,10,11-hexahydro-7H-5,9:7,11-dimethanobenzo[9]annulen-7-yl)acetamide